C1(=CC=CC=CC=C1)N(CCC(=O)O)C=O 3-(cycloocta-1,3,5,7-tetraen-1-yl-formylAmino)propionic acid